OC1=C(C=CC=C1)C1=C(N2N(C=3C=CC(=CC3C23C(=NN(C3=O)C3=CC=C(C=C3)C(F)(F)F)C)C(F)(F)F)C1=O)C 2'-(2-Hydroxyphenyl)-1',3-dimethyl-7'-(trifluoromethyl)-1-(4-(trifluoromethyl)phenyl)-3'H-spiro[pyrazole-4,9'-pyrazolo[1,2-a]indazole]-3',5(1H)-dione